(P)-1-(5-fluoro-2-methoxy-4-(3-(trifluoromethyl)bicyclo[1.1.1]pentan-1-yl)phenyl)-N-(pyrimidin-2-yl)-2-oxo-1,2-dihydroquinoline-6-sulfonamide FC=1C(=CC(=C(C1)N1C(C=CC2=CC(=CC=C12)S(=O)(=O)NC1=NC=CC=N1)=O)OC)C12CC(C1)(C2)C(F)(F)F